COC(=O)C1CC2(C1)CC(C2)C=O 6-Formylspiro[3.3]heptane-2-carboxylic acid methyl ester